4-acetyl-5-(4-(4-fluoro-2-(trifluoromethyl)phenoxy)-5,8-dihydropyrido[3,4-d]pyrimidin-7(6H)-yl)-2-(tetrahydro-2H-pyran-2-yl)pyridazin-3(2H)-one C(C)(=O)C=1C(N(N=CC1N1CC=2N=CN=C(C2CC1)OC1=C(C=C(C=C1)F)C(F)(F)F)C1OCCCC1)=O